8-(4-Chloro-2-fluorophenyl)-6-((2R,4S)-2-(1-cyclopropyl-1H-pyrazol-4-yl)tetrahydro-2H-pyran-4-yl)-2,3-dimethylpyrimidino[5,4-d]pyrimidin-4(3H)-one ClC1=CC(=C(C=C1)C1=NC(=NC2=C1N=C(N(C2=O)C)C)[C@@H]2C[C@@H](OCC2)C=2C=NN(C2)C2CC2)F